1-[2-(1,3-dihydroisoindol-2-yl)-3-(2,2-dimethyloxan-4-yl)-6-methyl-4-oxoquinazolin-8-yl]ethyl methanesulfonate CS(=O)(=O)OC(C)C=1C=C(C=C2C(N(C(=NC12)N1CC2=CC=CC=C2C1)C1CC(OCC1)(C)C)=O)C